C(C)(=O)OCCC[Si](OC)(OC)OC 3-acetoxypropyltrimethoxysilane